CC([C@@H](C(N1[C@@H](CCC1)C(NC=1SC(=CN1)C1=CC=C(C=C1)C)=O)=O)NC(=O)C1=CC2=C(S1)C=CC(=C2)C(F)(F)P(O)(O)=O)(C)C ((2-(((S)-3,3-dimethyl-1-oxo-1-((S)-2-((5-(p-tolyl)thiazol-2-yl)carbamoyl)pyrrolidin-1-yl)butan-2-yl)carbamoyl)benzo[b]thiophen-5-yl)difluoromethyl)phosphonic acid